C(OC1CC(C1)N1C(CC=2C1=NC=CC2)C)(OC2=CC=C(C=C2)[N+](=O)[O-])=O (1s,3s)-3-(2-methyl-2,3-dihydro-1H-pyrrolo[2,3-b]pyridin-1-yl)cyclobutyl (4-nitrophenyl) carbonate